Decan-8-ylacetate CCCCCCCC(CC)CC(=O)[O-]